(1r,4r)-2'-(azetidin-3-yl)-4-(3-chloroanilino)spiro[cyclohexane-1,1'-indene]-4-carboxylic acid methyl ester COC(=O)C1(CCC2(C(=CC3=CC=CC=C23)C2CNC2)CC1)NC1=CC(=CC=C1)Cl